2',4',6'-triisopropyl-[1,1':3',1''-terphenyl] C(C)(C)C1=C(C(=CC(=C1C1=CC=CC=C1)C(C)C)C(C)C)C1=CC=CC=C1